N-(3-(allyloxy)phenyl)-4-ethynylbenzamide C(C=C)OC=1C=C(C=CC1)NC(C1=CC=C(C=C1)C#C)=O